[Na+].NC1=C(C(=NC(=C1F)C1=CC=C2C=CNC2=C1F)C(=O)[O-])Cl 4-amino-3-chloro-5-fluoro-6-(7-fluoro-1H-indol-6-yl)pyridine-2-carboxylic acid sodium salt